CN1CC2(CC2)C(C1)N 5-methyl-5-azaspiro[2.4]heptane-7-amine